3,4-diphenyl-sulfonyl-furazan nitrogen [N].C1(=CC=CC=C1)S(=O)(=O)C1=NON=C1S(=O)(=O)C1=CC=CC=C1